(R)-methyl (1-((4-(3-(5-chloro-2-fluoro-3-(methylsulfonamido)phenyl)-1-(propan-2-yl-d7)-1H-pyrazol-4-yl)pyrimidin-2-yl)amino)propan-2-yl-1,1,3,3,3-d5)carbamate ClC=1C=C(C(=C(C1)C1=NN(C=C1C1=NC(=NC=C1)NC([C@@H](C([2H])([2H])[2H])NC(OC)=O)([2H])[2H])C(C([2H])([2H])[2H])(C([2H])([2H])[2H])[2H])F)NS(=O)(=O)C